2-[(3-{3-[(2,4-dichlorophenoxy)methyl]phenoxy}azetidin-1-yl)methyl]-1-[(1-ethyl-1H-imidazol-5-yl)methyl]-1H-1,3-benzodiazole-6-carboxylic acid ClC1=C(OCC=2C=C(OC3CN(C3)CC3=NC4=C(N3CC3=CN=CN3CC)C=C(C=C4)C(=O)O)C=CC2)C=CC(=C1)Cl